methyl 2-cyclopropyl-2H-thieno[3,2-c]pyrazole-5-carboxylate methyl-1H-thieno[3,2-c]pyrazole-5-carboxylate COC(=O)C1=CC=2NN=CC2S1.C1(CC1)N1N=C2C(=C1)SC(=C2)C(=O)OC